[3-chloro-4-(trifluoromethoxy)phenyl]-[4-[5-(2-methoxyethylamino)isoxazol-3-yl]-1-piperidyl]methanone ClC=1C=C(C=CC1OC(F)(F)F)C(=O)N1CCC(CC1)C1=NOC(=C1)NCCOC